Cl.NCCNC(=O)C1=C(C(=C(S1)NC(C(CC)C1=CC=C(C=C1)F)=O)C(=O)OC)C methyl 5-((2-aminoethyl)carbamoyl)-2-(2-(4-fluorophenyl)butanamido)-4-methylthiophene-3-carboxylate hydrochloride